Cl.N(=NC(C)(C)C=1NCCN1)C(C)(C)C=1NCCN1 2,2'-azobis[2-(2-imidazolin-2-yl)-propane] hydrochloride